2-(benzotriazol-1-yl)-N-[(3,5-difluorophenyl)methyl]-N-[4-(1H-triazol-4-yl)phenyl]acetamide N1(N=NC2=C1C=CC=C2)CC(=O)N(C2=CC=C(C=C2)C=2N=NNC2)CC2=CC(=CC(=C2)F)F